[Si](C)(C)(C(C)(C)C)OC(CC(=O)OCC)CN(CC1=CC=CC=C1)CC1=CC=CC=C1 Ethyl 3-[tert-butyl(dimethyl)silyl]oxy-4-(dibenzylamino)butanoate